2,5-difluoro-6-(2-fluoroethoxy)pyridine-3-amine FC1=NC(=C(C=C1N)F)OCCF